octanoic acid erucyl ester C(CCCCCCCCCCC\C=C/CCCCCCCC)OC(CCCCCCC)=O